(2-propyl-1,3-dioxolan-4-yl)methanol C(CC)C1OCC(O1)CO